COC(=O)C1=CC2=CC(=C(C(=C2C=C1)F)N1S(NC(C1)=O)(=O)=O)OCC1=CC=CC=C1.C(C)NC(CC=1C(OC2=C(C(=CC(=C2C1C)OCCOC)O)C=O)=O)=O N-ethyl-2-(8-formyl-7-hydroxy-5-(2-methoxyethoxy)-4-methyl-2-oxo-2H-chromen-3-yl)acetamide methyl-7-(benzyloxy)-6-(1,1-dioxido-4-oxo-1,2,5-thiadiazolidin-2-yl)-5-fluoro-2-naphthoate